2-(9-(5-((tert-Butyldimethylsilyl)oxy)pentan-2-yl)-3,9-diazaspiro[5.5]undecan-3-yl)propane-1,3-diyl bis(2-hexyldecanoate) C(CCCCC)C(C(=O)OCC(COC(C(CCCCCCCC)CCCCCC)=O)N1CCC2(CC1)CCN(CC2)C(C)CCCO[Si](C)(C)C(C)(C)C)CCCCCCCC